3-amino-N-(2-{3-amino-4-[(3-methoxybutan-2-yl)oxy]pyrrolidin-1-yl}-5,6,7,8-tetrahydroquinolin-6-yl)-4,6-dimethylthieno[2,3-b]pyridine-2-carboxamide NC1=C(SC2=NC(=CC(=C21)C)C)C(=O)NC2CC=1C=CC(=NC1CC2)N2CC(C(C2)OC(C)C(C)OC)N